N-(2,5-dichloropyrimidin-4-yl)-1-(ethylsulfonyl)indol-7-amine ClC1=NC=C(C(=N1)NC=1C=CC=C2C=CN(C12)S(=O)(=O)CC)Cl